methyl 3-(difluoromethoxy)-5-[(triisopropylsilyl)sulfanyl]benzoate FC(OC=1C=C(C(=O)OC)C=C(C1)S[Si](C(C)C)(C(C)C)C(C)C)F